(S)-N-(8-chloro-5-fluorochroman-4-yl)-3-((1-methyl-4-(5-(pyridin-4-yl)-4H-1,2,4-triazol-3-yl)piperidin-4-yl)amino)benzamide ClC=1C=CC(=C2[C@H](CCOC12)NC(C1=CC(=CC=C1)NC1(CCN(CC1)C)C1=NN=C(N1)C1=CC=NC=C1)=O)F